1,3-dioxolane-2-methanol O1C(OCC1)CO